3-(1-oxo-5-(((1S,2S)-2-(3-(5-(trifluoromethyl)pyridin-2-yl)azetidin-1-yl)cyclohexyl)-oxy)isoindolin-2-yl)piperidine-2,6-dione O=C1N(CC2=CC(=CC=C12)O[C@@H]1[C@H](CCCC1)N1CC(C1)C1=NC=C(C=C1)C(F)(F)F)C1C(NC(CC1)=O)=O